tert-butyl (R)-3-oxotetrahydro-3H-oxazolo[3,4-a]pyrazine-7(1H)-carboxylate O=C1OC[C@@H]2N1CCN(C2)C(=O)OC(C)(C)C